(trifluoromethyl)pyrido[2,3-d]pyrimidin-4-amine FC(F)(F)C=1N=C(C2=C(N1)N=CC=C2)N